FC(C(=O)O)(C=1N=C(SC1)C(F)(F)F)F 2,2-difluoro-2-[2-(trifluoromethyl)-1,3-thiazol-4-yl]acetic acid